C(C)OC[C@@H](C(C)(C)C)C1=NC2=CC=CC=C2C(=C1[N+](=O)[O-])N [(1S)-1-(ethoxymethyl)-2,2-dimethyl-propyl]-3-nitro-quinolin-4-amine